FC1=C(C=CC=C1)NC(C1=CC(=CC=C1)C=1OC(=NN1)C=1OC=CC1)=O N-(2-fluorophenyl)-3-(5-(furan-2-yl)-1,3,4-oxadiazol-2-yl)benzamide